O1[C@H](CCC1)C(=O)O (2R)-tetrahydrofuran-2-carboxylic acid